C(C(=C)C)(=O)OC[Si](OCC)(OCC)C (Methacryloxymethyl)methyldieth-oxysilan